ClC1=C(C=CC(=C1)F)CC(C)=O 1-(2-chloro-4-fluorophenyl)-2-propanone